ClC1=NC(=CC=C1I)Cl 2,6-dichloro-3-iodo-pyridine